Cl.Cl.OC(CON=C(C1(CCNCC1)C)Cl)CN1CCCCC1 N-(2-hydroxy-3-(piperidin-1-yl)propoxy)-4-methylpiperidine-4-carbimidoyl chloride dihydrochloride